tert-butyl (3S,5S)-3-carbamoyl-6-oxo-2,7-diazaspiro[4.5]decane-2-carboxylate C(N)(=O)[C@H]1N(C[C@]2(C1)C(NCCC2)=O)C(=O)OC(C)(C)C